3-((7-(2-amino-3-cyano-7-fluorobenzo[b]thiophen-4-yl)-6-chloro-8-fluoro-2-((S)-1-((S)-1-methylpyrrolidin-2-yl)ethoxy)-quinazolin-4-yl)oxy)-N-(thiazol-2-yl)pyrrolidine-1-carboxamide NC1=C(C2=C(S1)C(=CC=C2C2=C(C=C1C(=NC(=NC1=C2F)O[C@@H](C)[C@H]2N(CCC2)C)OC2CN(CC2)C(=O)NC=2SC=CN2)Cl)F)C#N